C(C1=CC=CC=C1)N1C(CO[C@@H](CC1)C(=O)OC)=O (S)-Methyl 4-benzyl-3-oxo-1,4-oxazepane-7-carboxylate